6-(7-ethoxyimidazo[1,2-a]pyridin-3-yl)-8-methoxy-2-(2,2,2-trifluoroethyl)-3,4-dihydroisoquinolin-1-one C(C)OC1=CC=2N(C=C1)C(=CN2)C=2C=C1CCN(C(C1=C(C2)OC)=O)CC(F)(F)F